C(CCCCCCCCCCC)OC1=C(C=C(C=C1)N=NC1=CC=C(C=C1)OCCCCCCCCCCCC)C 4,4'-bis(dodecyloxy)-3-methylazobenzene